N1C=NC=C1C1=CC=2N(C=C1)C(=CN2)C2=C(C=C(C(=N2)N[C@H]2CNCC[C@@H]2F)F)F 6-(7-(1H-imidazol-5-yl)imidazo[1,2-a]pyridin-3-yl)-3,5-difluoro-N-((3S,4S)-4-fluoropiperidin-3-yl)pyridin-2-amine